C(C(=O)[O-])(=O)[O-].[F-].[F-].[Li+] Lithium difluorid (Oxalat)